N-butyl-N-(2-ethylsulfonyl)pyrrolidinium tert-butyl-(R)-4-(4-((2-oxo-4-phenylpyridin-1(2H)-yl)methyl)piperidine-1-carbonyl)-3-phenylpiperazine-1-carboxylate C(C)(C)(C)OC(=O)N1C[C@H](N(CC1)C(=O)N1CCC(CC1)CN1C(C=C(C=C1)C1=CC=CC=C1)=O)C1=CC=CC=C1.C(CCC)[N+]1(CCCC1)S(=O)(=O)CC